FC1=C(C(=CC=C1F)OC)C(OC=1C(=CC(=C(C1)N1C(NC=2C(C1=O)=C(SC2)C(=O)O)=O)F)OC([2H])([2H])[2H])([2H])[2H] 3-(5-((2,3-difluoro-6-methoxyphenyl)methoxy-d2)-2-fluoro-4-(methoxy-d3)phenyl)-2,4-dioxo-1,2,3,4-tetrahydrothieno[3,4-d]pyrimidine-5-carboxylic acid